(R,E)-2-cyano-N-(1-(4-fluorophenyl)ethyl)-3-(5-(1-methyl-1H-pyrazol-4-yl)-1H-pyrrolo[2,3-b]pyridin-3-yl)acrylamide C(#N)/C(/C(=O)N[C@H](C)C1=CC=C(C=C1)F)=C\C1=CNC2=NC=C(C=C21)C=2C=NN(C2)C